COC1=C(C(=CC(=C1)C=1C2=C(C(N(C1)C)=O)NN=C2)OC)CN2CCC(CC2)C2CCN(CC2)C2=CC=C(NC1C(NC(CC1)=O)=O)C=C2 3-[4-[4-[1-[[2,6-dimethoxy-4-(6-methyl-7-oxo-1H-pyrazolo[3,4-c]pyridin-4-yl)phenyl]methyl]-4-piperidyl]-1-piperidyl]anilino]piperidine-2,6-dione